COC=1C=CC2=C(C=CCO2)C1 6-methoxy-2H-1-Benzopyran